(S)-4-(6-bromo-4-((methylsulfonyl)methyl)pyridin-2-yl)-3-ethylmorpholine BrC1=CC(=CC(=N1)N1[C@H](COCC1)CC)CS(=O)(=O)C